BrC1=NC=C(C=C1COCCO[Si](C)(C)C(C)(C)C)OC 2-[(2-bromo-5-methoxy-3-pyridyl)methoxy]ethoxy-tert-butyl-dimethyl-silane